C(CCCC(C)(C)C)(O)O neooctanediol